FC1=C(N)C=C(C(=C1)C)OC(C)C 2-fluoro-5-isopropoxy-4-methylaniline